COC(=O)C=1C=2N(C=CC1C=1C=NN(C1C)CC13CC4CC(CC(C1)C4)C3)C(=CN2)C=2N=NC(=CC2)Cl 7-(1-(adamantan-1-ylmethyl)-5-methyl-1H-pyrazol-4-yl)-3-(6-chloropyridazin-3-yl)imidazo[1,2-a]pyridine-8-carboxylic acid methyl ester